BrC1=CC(=NC=C1)C(C(C)(O)C)(F)F 1-(4-bromopyridin-2-yl)-1,1-difluoro-2-methylpropan-2-ol